NC(CCC1CC1)(C1=NC=CC=C1)C=1C=CC(=C(C1)NC(=O)[C@@H]1N(C[C@](C1)(C1=CC=CC=C1)O)C(=O)NC1=CC=C(C=C1)Cl)F (2R,4S)-N2-(5-((-)-1-amino-3-cyclopropyl-1-(pyridin-2-yl)propyl)-2-fluorophenyl)-N1-(4-chlorophenyl)-4-hydroxy-4-phenylpyrrolidine-1,2-dicarboxamide